bis[bis(t-butyldimethylsilyl)amino]ethylvinylsilane [Si](C)(C)(C(C)(C)C)N([Si](C)(C)C(C)(C)C)C(CC=C[SiH3])N([Si](C)(C)C(C)(C)C)[Si](C)(C)C(C)(C)C